ClC=1C=NC(=NC1)C12CCC(CC2C1)=O 6-(5-Chloropyrimidin-2-yl)bicyclo[4.1.0]heptan-3-one